C(C)(=O)N1[C@@H]2[C@@H](N(C[C@H]1CC2)S(=O)(=O)C=2C=NC(=CC2)OC2=CC=C(C=C2)OC(C)C)C(=O)NO (1S,2R,5R)-8-acetyl-N-hydroxy-3-((6-(4-isopropoxyphenoxy)pyridin-3-yl)sulfonyl)-3,8-diazabicyclo[3.2.1]octane-2-carboxamide